1-(cyclopropanecarbonyl)piperazine C1(CC1)C(=O)N1CCNCC1